NC1=NN2C(N=CC=C2)=C1C(=O)NC(C)C=1C=C(C=2N(C1N1C[C@H](C[C@H](C1)O)C#N)C=NC2)Cl 2-Amino-N-(1-{8-chloro-5-[(3S,5R)-3-cyano-5-hydroxypiperidin-1-yl]imidazo[1,5-a]pyridin-6-yl}ethyl)pyrazolo[1,5-a]pyrimidine-3-carboxamide